N[C@H](C(=O)O)CC1=CNC2=CC=C(C=C12)O (2S)-2-amino-3-(5-hydroxy-1H-indol-3-yl)propionic acid